tert-butyl-(S)-8-nitro-1,2,4a,5-tetrahydrobenzo[b]pyrazin C(C)(C)(C)N1C=2[C@@H](N=CC1)CC=CC2[N+](=O)[O-]